OC[C@H](C[C@H]1C(NCC1)=O)NC([C@H](CC(C)C)NC(OCCC12CC3CC(CC(C1)C3)C2)=O)=O 2-((3S,5S,7S)-Adamantan-1-yl)ethyl ((S)-1-(((S)-1-hydroxy-3-((S)-2-oxopyrrolidin-3-yl)propan-2-yl)amino)-4-methyl-1-oxopentan-2-yl)carbamate